((1,4-phenylenedi(oxy))bis(4,1-phenylene))bis((4-methoxyphenyl)methanone) C1(=CC=C(C=C1)OC1=CC=C(C=C1)C(=O)C1=CC=C(C=C1)OC)OC1=CC=C(C=C1)C(=O)C1=CC=C(C=C1)OC